[SiH3]C#CC=1C(=C(C=CC1)C#C[SiH3])C#C[SiH3] tri(silylethynyl)benzene